N-(5-(thiophen-2-yl)-1,3,4-oxadiazol-2-yl)-2-(trifluoromethyl)pyrimidine-5-carboxamide S1C(=CC=C1)C1=NN=C(O1)NC(=O)C=1C=NC(=NC1)C(F)(F)F